3-(4,4,5,5-tetramethyl-1,3,2-dioxaborolan-2-yl)-5-(tridecyloxy)benzoate CC1(OB(OC1(C)C)C=1C=C(C(=O)[O-])C=C(C1)OCCCCCCCCCCCCC)C